(4R,5R,7R,8R)-5-(5-(furan-3-yl)-4-methyl-7H-pyrrolo[2,3-d]pyrimidin-7-yl)-7-(hydroxymethyl)-1,6-dioxaspiro[3.4]octane-8-ol O1C=C(C=C1)C1=CN(C=2N=CN=C(C21)C)[C@H]2[C@@]1(CCO1)[C@@H]([C@H](O2)CO)O